C(C)C1=CC2=C(C(=NN(C2=O)CC(=O)NC2=NC=C(C=N2)F)C(C)C)O1 (2-ethyl-7-isopropyl-4-oxo-furo[2,3-d]pyridazin-5-yl)-N-(5-fluoropyrimidin-2-yl)acetamide